NC=1SC(=C(N1)C)C(=O)OC(C)(C)C tert-butyl 2-amino-4-methyl-thiazole-5-carboxylate